COC=1C=C(C=C(C1)OC)CC(=O)OCC ethyl 2-(3,5-dimethoxyphenyl)acetate